2-cyclopropyl-6-{[(3S)-3-hydroxypyrrolidin-1-yl]methyl}pyrimidine-4-carboxylic acid C1(CC1)C1=NC(=CC(=N1)C(=O)O)CN1C[C@H](CC1)O